CC=1C=CC(=NC1)NC1=C2C3=C(C=NC2=CC=C1)C(C1=C3C=NC(=N1)C(F)(F)F)=O ((5-methylpyridin-2-yl)amino)-9-(trifluoromethyl)-7H-pyrimido[5',4':3,4]cyclopenta[1,2-c]quinolin-7-one